C(C)OC(=O)C=1CCN(CC1C1=CC=C(C=C1)C(=O)OC(C)(C)C)C(=O)OC(C)(C)C 5-(4-(tert-butoxycarbonyl)phenyl)-3,6-dihydropyridine-1,4(2H)-dicarboxylic acid (tert-butyl) 4-ethyl ester